(R)-3-Amino-1-(2-((6-Amino-9H-purin-9-yl)methyl)-3-ethynyl-4-fluorophenyl)-N-cyclopropylpyrrolidin-3-carboxamid N[C@]1(CN(CC1)C1=C(C(=C(C=C1)F)C#C)CN1C2=NC=NC(=C2N=C1)N)C(=O)NC1CC1